C(CCCCCCCCCCCCCCC)C(C(C(O)CCCCCCCCCCCCCCCC)O)O di-hexadecyl-racemic-glycerol